O=C1NC(CCC1N1C(C2=CC=CC(=C2C1=O)SCCCCCCCCCC(=O)O)=O)=O 10-((2-(2,6-dioxopiperidin-3-yl)-1,3-dioxoisoindolin-4-yl)thio)decanoic acid